C(C)(C)(C)C1=CC(=C(C(=O)N[C@H]([C@@H](C2=CC=C(C=C2)Cl)NC(=O)N2CCN(CC2)C(=O)OC(C)(C)C)C2=CC=C(C=C2)Cl)C=C1)OCC Tert-butyl 4-(((1R,2S)-2-(4-(tert-butyl)-2-ethoxybenzamido)-1,2-bis(4-chlorophenyl)ethyl)carbamoyl)piperazine-1-carboxylate